(S)-5-(((S)-4-(cyclopropylethynyl)-4-(1,1-difluoroethyl)-6-fluoro-2-oxo-1,2,3,4-tetrahydroquinazolin-7-yl)methyl)-1-methylimidazolidine-2,4-dione C1(CC1)C#C[C@@]1(NC(NC2=CC(=C(C=C12)F)C[C@H]1C(NC(N1C)=O)=O)=O)C(C)(F)F